COC=1C=C(C=CC1OC)/C=C/C(=O)C1=CC=C(C=C1)O (E)-3-(3,4-Dimethoxyphenyl)-1-(4-hydroxyphenyl)prop-2-en-1-one